OC(CN1C=NC=2N=C(NC(C12)=O)N)CO 7-(2,3-dihydroxypropyl)guanine